ClC1=C(C=C(C(=C1)N1CCNCC1)F)NN1C(CCCC1=O)=O ((2-chloro-5-fluoro-4-(piperazin-1-yl)phenyl)amino)piperidine-2,6-dione